(1S,4S)-4-(8-(2,4-dichloro-6-fluorophenylamino)-2-((3S,4R)-3-fluorotetrahydro-2H-pyran-4-ylamino)-9H-purin-9-yl)-1-methylcyclohexanecarboxamide ClC1=C(C(=CC(=C1)Cl)F)NC=1N(C2=NC(=NC=C2N1)N[C@H]1[C@@H](COCC1)F)C1CCC(CC1)(C(=O)N)C